3-(3-bromo-2-methylbenzyl)-5-methoxy-1-(2-methylbenzyl)-1H-indole BrC=1C(=C(CC2=CN(C3=CC=C(C=C23)OC)CC2=C(C=CC=C2)C)C=CC1)C